α-Hydroxymethionine O[C@](N)(CCSC)C(=O)O